ethyl N,N-didecylcarbamate C(CCCCCCCCC)N(C(OCC)=O)CCCCCCCCCC